(S)-2-amino-N-(1-(7-fluoro-8-((1-(methyl-d3)-1H-pyrazol-4-yl)ethynyl)-1-oxo-2-phenyl-1,2-dihydroisoquinolin-3-yl)ethyl)pyrazolo[1,5-a]pyrimidine-3-Carboxamide NC1=NN2C(N=CC=C2)=C1C(=O)N[C@@H](C)C=1N(C(C2=C(C(=CC=C2C1)F)C#CC=1C=NN(C1)C([2H])([2H])[2H])=O)C1=CC=CC=C1